6-[5-[3-[(5-chloro-2,3-dihydro-1H-inden-2-yl)amino]propyl]-2-oxo-1,3-oxazolidin-3-yl]-4H-pyrido[3,2-b][1,4]oxazin-3-one ClC=1C=C2CC(CC2=CC1)NCCCC1CN(C(O1)=O)C=1C=CC=2OCC(NC2N1)=O